3-ACETOXY-4-METHOXYPHENYLBORONIC ACID C(C)(=O)OC=1C=C(C=CC1OC)B(O)O